6-methoxy-2,3-naphthyridin-1(2H)-one COC=1C=C2C=NNC(C2=CC1)=O